2-[1-[2-(4,4-Dimethyl-1-piperidyl)-6-methyl-4-oxo-chromen-8-yl]propylamino]benzoic acid CC1(CCN(CC1)C=1OC2=C(C=C(C=C2C(C1)=O)C)C(CC)NC1=C(C(=O)O)C=CC=C1)C